1-chloro-3-(4-(2-(4-(2-hydroxy-3-(piperazin-1-yl)propoxy)phenyl)propan-2-yl)-2-iodophenoxy)propan-2-ol ClCC(COC1=C(C=C(C=C1)C(C)(C)C1=CC=C(C=C1)OCC(CN1CCNCC1)O)I)O